(R)-4-((S)-2,4-dimethylpiperazin-1-yl)butane C[C@@H]1N(CCN(C1)C)CCCC